tetraisopropoxylzirconium O(C(C)C)[Zr](OC(C)C)(OC(C)C)OC(C)C